2-chloro-5-[(2S)-2-[methoxymethyl(trifluoromethylsulfonyl)amino]propoxy]-N-(2,2,2-trifluoroethyl)pyridine-3-carboxamide ClC1=NC=C(C=C1C(=O)NCC(F)(F)F)OC[C@H](C)N(S(=O)(=O)C(F)(F)F)COC